1,2,3,3-tetramethyl-3H-indol CN1C(C(C2=CC=CC=C12)(C)C)C